tert-butyl 3-methyl-6-(1-methyl-1H-indazol-5-yl)-3,4-dihydropyridine-1(2H)-carboxylate CC1CN(C(=CC1)C=1C=C2C=NN(C2=CC1)C)C(=O)OC(C)(C)C